6-(4-Isopropyl-5-methyl-4H-1,2,4-triazol-3-yl)pyridin-2-amine C(C)(C)N1C(=NN=C1C)C1=CC=CC(=N1)N